5-amino-2,3-difluorobenzoic acid NC=1C=C(C(=C(C(=O)O)C1)F)F